CC(CP(O)(=O)CC(CC(C)(C)C)C)CC(C)(C)C di(2,4,4-trimethylpentyl)-phosphinic acid